CN(CCCN1C=2C=CC(=CC2C=2C1=NC=1CCCCC1C2N)OC(F)(F)F)C 6-(3-(dimethylamino)propyl)-9-(trifluoromethoxy)-2,3,4,6-tetrahydro-1H-indolo[2,3-b]quinolin-11-amine